NC=1C2=C(N=CN1)N(C=C2C=2SC=C(N2)CC2=CC=CC=C2)[C@H]2[C@@H]([C@@H]([C@H](C2)[C@H]2CNCC2)O)O (1R,2S,3R,5R)-3-[4-amino-5-(4-benzyl-1,3-thiazol-2-yl)pyrrolo[2,3-d]pyrimidin-7-yl]-5-[(3S)-pyrrolidin-3-yl]cyclopentane-1,2-diol